2-Ethylsulfanyl-N-[(3-fluorophenyl)-methyl]-4-methyl-6-(methyl-pyridin-4-yl-amino)-pyridine-3-carboxylic acid amide C(C)SC1=NC(=CC(=C1C(=O)NCC1=CC(=CC=C1)F)C)N(C1=CC=NC=C1)C